3-(5-(tert-butyl)-2-(3,5-di-tert-butyl-4-hydroxybenzyl)-4-hydroxyphenyl)-N'-(3-(5-(tert-butyl)-2-(3,5-di-tert-butyl-4-hydroxybenzyl)-4-hydroxyphenyl)propanoyl)propanehydrazide C(C)(C)(C)C=1C(=CC(=C(C1)CCC(=O)NNC(CCC1=C(C=C(C(=C1)C(C)(C)C)O)CC1=CC(=C(C(=C1)C(C)(C)C)O)C(C)(C)C)=O)CC1=CC(=C(C(=C1)C(C)(C)C)O)C(C)(C)C)O